tert-butyl 4-{2-chloro-6-[(1-hydroxy-2-methylpropan-2-yl)amino]pyridin-4-yl}piperazine-1-carboxylate ClC1=NC(=CC(=C1)N1CCN(CC1)C(=O)OC(C)(C)C)NC(CO)(C)C